C(C)(C)(C)OC(=O)N1[C@H](CN(CC1)C1=CC=C2C(=N1)N(C(=N2)C2=C(C=C(C=C2)F)F)C2=CC=NC=C2)C(=O)O (2R)-1-[(tert-butoxy)carbonyl]-4-[2-(2,4-difluorophenyl)-3-(pyridin-4-yl)-3H-imidazo[4,5-b]pyridin-5-yl]piperazine-2-carboxylic acid